FC1=C(N)C=CC=C1B1OC(C(O1)(C)C)(C)C 2-fluoro-3-(4,4,5,5-tetramethyl-[1,3,2]dioxaborolan-2-yl)-aniline